CNC(C1=NC=C(C=C1)N1CCC(CC1)N1C[C@@H](CC1)C1=CC=2N(C(N1)=O)C=CC2)=O |r| racemic-N-methyl-5-(4-(3-(1-oxo-1,2-dihydropyrrolo[1,2-c]pyrimidin-3-yl)pyrrolidin-1-yl)piperidin-1-yl)picolinamide